NC=1C(=NC=C(N1)N1CCC2(CC1)[C@@H](C1=C(C=NC=C1)C2)N)SC2=C(C(=NC=C2)N2CC(C2)C(C)(C)O)Cl (S)-2-(1-(4-(3-amino-5-(5-amino-5,7-dihydrospiro[cyclopenta[c]pyridine-6,4'-piperidin]-1'-yl)pyrazin-2-ylthio)-3-chloropyridin-2-yl)azetidin-3-yl)propan-2-ol